N1=CC=C2N1CCCC2 4,5,6,7-tetrahydropyrazolo-[1,5-a]-pyridine